tert-butyl (5-chloro-2-(2,6-difluorophenyl)-1-ethyl-6-oxo-1,6-dihydropyridin-3-yl)(methyl)-carbamate ClC1=CC(=C(N(C1=O)CC)C1=C(C=CC=C1F)F)N(C(OC(C)(C)C)=O)C